BrC=1C(=C(C=C(C1F)Cl)C(C(=O)NCC1=NC=CN=C1Cl)C)OC(C)C 2-(3-bromo-5-chloro-4-fluoro-2-isopropoxyphenyl)-N-((3-chloropyrazin-2-yl)methyl)propanamide